FC1=C(C=CC(=C1)F)CC1CC2(CN(C2)C(=O)N2CC3(C2)CC(C3)N3N=C(N=C3)C(C)C)C1 [6-[(2,4-difluorophenyl)methyl]-2-azaspiro[3.3]heptan-2-yl]-[6-(3-isopropyl-1,2,4-triazol-1-yl)-2-azaspiro[3.3]heptan-2-yl]methanone